The molecule is a retinoid that consists of all-trans-retinoic acid carrying an oxo substituent at position 4 and a hydroxy substituent at position 18. It is a retinoid, an enone, a hydroxy monocarboxylic acid and an oxo monocarboxylic acid. It derives from an all-trans-retinoic acid. It is a conjugate acid of an all-trans-4-oxo-18-hydroxyretinoate. C/C(=C\\C=C\\C(=C\\C(=O)O)\\C)/C=C/C1=C(C(=O)CCC1(C)C)CO